F[C@@H]1[C@H]([C@@H](O[C@@H]1CO)N1C(N=C(C=C1)NC(C1=CC=CC=C1)=O)=O)O N-(1-((2R,3S,4R,5R)-4-fluoro-3-hydroxy-5-(hydroxymethyl)tetrahydrofuran-2-yl)-2-oxo-1,2-dihydropyrimidin-4-yl)benzamide